ethyl 3-((bis(4-chlorophenyl)methyl)amino)-2-methyl-3-oxo-2-ureidopropanoate ClC1=CC=C(C=C1)C(C1=CC=C(C=C1)Cl)NC(C(C(=O)OCC)(NC(=O)N)C)=O